N(=NC(C(=O)NCCO)(C)C)C(C(=O)NCCO)(C)C 2,2'-azobis(2-methyl-(N-2-hydroxyethyl)propionamide)